2-chloro-7-((S)-1-methoxyethyl)pyrazolo[1,5-a]pyrimidine ClC1=NN2C(N=CC=C2[C@H](C)OC)=C1